The molecule is a ketooctose derivative that is D-glycero-D-altro-octulose carrying a single phosphate substituent at position 8. It has a role as a mouse metabolite. It is a ketooctose derivative and a ketose phosphate. C([C@H]([C@H]([C@H]([C@H]([C@@H](C(=O)CO)O)O)O)O)O)OP(=O)(O)O